C(N1N=C(C(=C1)NC=O)OC1COC1)([2H])([2H])[2H] N-(1-(methyl-d3)-3-(oxetan-3-yloxy)-1H-pyrazol-4-yl)formamide